ClC=1C=C2NC(C=3N(C2=C(C1C1=C2C=CNC2=CC=C1)F)C(=NN3)C)(C)C 7-Chloro-9-fluoro-8-(1H-indol-4-yl)-1,4,4-trimethyl-5H-[1,2,4]triazolo[4,3-a]quinoxaline